tert-butyl N-[17-(4-{[6,7-dimethoxy-2-(piperidin-1-yl)quinazolin-4-yl]amino}piperidin-1-yl)-3,6,9,12,15-pentaoxaheptadecan-1-yl]carbamate COC=1C=C2C(=NC(=NC2=CC1OC)N1CCCCC1)NC1CCN(CC1)CCOCCOCCOCCOCCOCCNC(OC(C)(C)C)=O